(1r,3s,5s)-8-((4-chloro-1-(methoxymethyl)-1H-pyrazol-5-yl)sulfonyl)-3-(4-methylpiperidin-1-yl)-8-azabicyclo[3.2.1]octane ClC=1C=NN(C1S(=O)(=O)N1[C@H]2CC(C[C@@H]1CC2)N2CCC(CC2)C)COC